4-amino-2-methyl-6-(methylthio)pyrimidine-5-carbaldehyde NC1=NC(=NC(=C1C=O)SC)C